BrC1=C(CNS(=O)(=O)C2=CC=C(C=C2)[N+](=O)[O-])C=CC=C1 N-(2-bromobenzyl)-4-nitrobenzenesulfonamide